N-[(1-hydroxycyclohexyl)methyl]-4-oxo-8-(1H-tetrazol-5-yl)-4H-chromene-2-carboxamide OC1(CCCCC1)CNC(=O)C=1OC2=C(C=CC=C2C(C1)=O)C1=NN=NN1